5-(6-(Cyclobutylamino)-2-fluoropyridin-3-yl)-1-ethyl-1H-pyrazole-4-carboxylic acid C1(CCC1)NC1=CC=C(C(=N1)F)C1=C(C=NN1CC)C(=O)O